(3R)-1-[(2S)-2-[[4-(2-Chlorophenyl)-7-quinolyl]oxy]propanoyl]piperidin ClC1=C(C=CC=C1)C1=CC=NC2=CC(=CC=C12)O[C@H](C(=O)N1CCCCC1)C